tert-butyl [(1S)-1-(5-amino-1H-pyrazol-3-yl)propyl]methylcarbanate NC1=CC(=NN1)[C@@H](CC)CC(=O)OC(C)(C)C